OC1=CC=C(C=C1)C(C(=O)O)(C)NC (4-hydroxyphenyl)-2-methylamino-propionic acid